tert-butyl (2-(2-(4-(((2-((4-(5-benzamido-1-methyl-1H-pyrazol-3-yl)phenyl)carbamoyl)benzyl)oxy)methyl)-1H-1,2,3-triazol-1-yl)ethoxy)ethyl)carbamate C(C1=CC=CC=C1)(=O)NC1=CC(=NN1C)C1=CC=C(C=C1)NC(=O)C1=C(COCC=2N=NN(C2)CCOCCNC(OC(C)(C)C)=O)C=CC=C1